Methyl 8-ethyl-2-methylimidazo[1,2-a]pyrazine-6-carboxylate C(C)C=1C=2N(C=C(N1)C(=O)OC)C=C(N2)C